2-bromo-2-(4-chloro-2-methoxyphenyl)-1-(5-fluoro-6-methoxy-1H-indol-3-yl)ethanone BrC(C(=O)C1=CNC2=CC(=C(C=C12)F)OC)C1=C(C=C(C=C1)Cl)OC